tert-butyl 4-[7-(methoxycarbonyl)-1-benzofuran-4-yl]-3,6-dihydro-2H-pyridine-1-carboxylate COC(=O)C1=CC=C(C=2C=COC21)C=2CCN(CC2)C(=O)OC(C)(C)C